methyl 2-(cyanomethyl)acrylate C(#N)CC(C(=O)OC)=C